1-(1-cyclobutyl-3-(3,3-difluoro-1-methylcyclobutyl)-4-methyl-1H-pyrazol-5-yl)-3-(3,3-difluorocyclobutyl)urea C1(CCC1)N1N=C(C(=C1NC(=O)NC1CC(C1)(F)F)C)C1(CC(C1)(F)F)C